6-chloro-N-[5-(2,2-difluoroethyl)-4,6-dimethoxy-pyrimidin-2-yl]-7-(1-methylpyrazol-4-yl)-1H-indole-3-sulfonamide ClC1=CC=C2C(=CNC2=C1C=1C=NN(C1)C)S(=O)(=O)NC1=NC(=C(C(=N1)OC)CC(F)F)OC